FC=1C=C2C(=CNC2=CC1)NC(=O)NC1=CC=C(C=C1)C(F)(F)F 1-(5-fluoro-1H-indol-3-yl)-3-(4-(trifluoromethyl)phenyl)urea